(2S,3S,5R)-benzhydryl 3-((4-formyl-1H-imidazol-1-yl) methyl)-3-methyl-7-oxo-4-thia-1-azabicyclo[3.2.0]Heptane-2-carboxylate C(=O)C=1N=CN(C1)C[C@]1([C@@H](N2C(C[C@H]2S1)=O)C(=O)OC(C1=CC=CC=C1)C1=CC=CC=C1)C